CNN(C=1C(=C(C=CC1)O)O)NC N,N-dimethylamino-3-amino-2-hydroxyphenol